(4-chloro-6-methyl-2-(methylthio)-pyrimidin-5-yl)methanol ClC1=NC(=NC(=C1CO)C)SC